Cl.C1(=CC=CC=C1)C=1N=C(SC1)NC(CCN1CCN(CC1)CC1=CC=CC=C1)=O N-(4-phenylthiazol-2-yl)-3-(4-benzylpiperazin-1-yl)propanamide monohydrochloride